FC=1C=C(C=C(C1)C)N1N=CC(=C1)C(C(=O)O)C 2-[1-(3-fluoro-5-methylphenyl)pyrazol-4-yl]propanoic acid